tert-Butyl 4-[2-(2,2,2-trifluoroethoxy)-4-(trifluoromethyl)benzoyl]piperidine-1-carboxylate FC(COC1=C(C(=O)C2CCN(CC2)C(=O)OC(C)(C)C)C=CC(=C1)C(F)(F)F)(F)F